C[C@@H]1N(C2=CC=CC=C2[C@@H](C1)NC1CCC(CC1)C(=O)NCC#C)C(CC)=O |o1:1,9| (1R,4r)-4-(((2S*,4R*)-2-methyl-1-propionyl-1,2,3,4-tetrahydroquinolin-4-yl)amino)-N-(prop-2-yn-1-yl)cyclohexane-1-carboxamide